OCNC1=NC(=NC(=N1)N)N (hydroxymethyl)-melamine